([1-(hydroxymethyl)cyclopropyl]methoxy)-2,3-dihydro-1H-isoindol-1-one OCC1(CC1)CON1C(C2=CC=CC=C2C1)=O